[N+](=O)([O-])C1=C(C=C(C=C1)N)OB(O)O 2-NITRO-5-AMINOPHENYLBORIC ACID